4-chloro-3-methoxy-N-((6-methoxy-1-methyl-1H-benzimidazol-7-yl)methyl)benzamide ClC1=C(C=C(C(=O)NCC2=C(C=CC3=C2N(C=N3)C)OC)C=C1)OC